6-{7-[(3S,4S)-3-fluoro-2,2-dimethylpiperidin-4-yl]-6,7-dihydro-5H-pyrrolo[2,3-c]pyridazin-3-yl}-2-methyl-1,3-benzoxazol-5-ol F[C@@H]1C(NCC[C@@H]1N1CCC2=C1N=NC(=C2)C2=CC1=C(N=C(O1)C)C=C2O)(C)C